COC=1C=C(C=CC1N1N=C(C=2C=NC(=CC21)C=2C=NN1C2N=CC=C1)NCCN1CCN(CC1)C)NS(=O)(=O)C N-(3-methoxy-4-(3-((2-(4-methylpiperazin-1-yl)ethyl)amino)-6-(pyrazolo[1,5-a]pyrimidin-3-yl)-1H-pyrazolo[4,3-c]pyridin-1-yl)phenyl)methanesulfonamide